(R)-1-((R)-1-(2-hydroxyacetyl)pyrrolidin-3-yl)-3-(isoquinolin-4-yl)-2-oxoimidazolidine-4-carbonitrile OCC(=O)N1C[C@@H](CC1)N1C(N([C@H](C1)C#N)C1=CN=CC2=CC=CC=C12)=O